benzyl (3-((4-(2-(2,6-dioxopiperidin-3-yl)-1,3-dioxoisoindolin-4-yl)piperazin-1-yl)methyl)azetidin-1-yl)carbamate O=C1NC(CCC1N1C(C2=CC=CC(=C2C1=O)N1CCN(CC1)CC1CN(C1)NC(OCC1=CC=CC=C1)=O)=O)=O